(S)-N-(5-(4-fluorophenoxy)pyridin-2-yl)-2-(4-(5-methoxypyrazine-2-carbonyl)-3,3-dimethylpiperazin-1-yl)propanamide FC1=CC=C(OC=2C=CC(=NC2)NC([C@H](C)N2CC(N(CC2)C(=O)C2=NC=C(N=C2)OC)(C)C)=O)C=C1